FC(S(=O)(=O)OOOS(=O)(=O)C(F)(F)F)(F)F 1,3-bis((trifluoromethyl)sulfonyl)trioxidane